C(C=C)(=O)OC1=C(C(=C(C(=C1Cl)Cl)Cl)Cl)OC(C=C)=O Perchloro-1,2-phenylene diacrylate